NC1=CC=C(C=C1)S(=O)(=O)N(C(OC(C)(C)C)=O)C Tert-Butyl ((4-aminophenyl)sulfonyl)(methyl)carbamate